COCCOCCOCCO (E)-triethylene glycol monomethyl ether